bis(1-cyclobutylethyl)-1,4-diaminocyclohexane C1(CCC1)C(C)C1(CCC(CC1)(N)C(C)C1CCC1)N